COC1=CC=C2C=NN(C2=C1NS(=O)(=O)C=1C=NN(C1)C=1C=NC=C(C1)C(F)(F)F)C N-(6-METHOXY-1-METHYL-1H-INDAZOL-7-YL)-1-(5-(TRIFLUOROMETHYL)PYRIDIN-3-YL)-1H-PYRAZOLE-4-SULFONAMIDE